5-((4-(7-fluoro-[1,2,4]triazolo[1,5-a]pyridin-6-yl)piperidin-1-yl)sulfonyl)-2-methyloxazole FC1=CC=2N(C=C1C1CCN(CC1)S(=O)(=O)C1=CN=C(O1)C)N=CN2